5-(1-cyclopropylpyrazol-4-yl)pyridazin-3-one C1(CC1)N1N=CC(=C1)C1=CC(NN=C1)=O